(R)-N-(2-cyano-4-morpholinophenyl)-5-(pyrrolidin-3-ylamino)pyrazolo[1,5-a]pyrimidine-3-carboxamide C(#N)C1=C(C=CC(=C1)N1CCOCC1)NC(=O)C=1C=NN2C1N=C(C=C2)N[C@H]2CNCC2